N-(2-(4-(2-aminoacetyl)phenoxy)-5-methoxyphenyl)methanesulfonamide hydrochloride Cl.NCC(=O)C1=CC=C(OC2=C(C=C(C=C2)OC)NS(=O)(=O)C)C=C1